C(#C)C=1C(=CC=C2C=CC=C(C12)C1=C(C=2N=C(N=C(C2C=N1)N1CC2(CC(NC2)=O)CCC1)OC[C@]12CCCN2C[C@@H](C1)F)F)F 7-(7-(8-ethynyl-7-fluoronaphthalen-1-yl)-8-fluoro-2-(((2r,7as)-2-fluorohexahydro-1H-pyrrolizin-7a-yl)methoxy)pyrido[4,3-d]pyrimidin-4-yl)-2,7-diazaspiro[4.5]decan-3-one